6-azabicyclo[3.2.0]heptane C12CCCC2NC1